C(C)(=O)O.C(C(CCCCCCCCCC)O)O dodecane-1,2-diol acetate